3-METHOXYCYCLOBUTANECARBOXYLIC ACID COC1CC(C1)C(=O)O